C(C=1C(=O)N(C(C1)=O)C(N)=O)C=1C(=O)N(C(C1)=O)C(N)=O methylenebis(N-carbamoylmaleimide)